OCCOCCOCCOCCOCCN(C(C(COCCCCCCCC\C=C/CCCCCCCC)OCCCCCCCC\C=C/CCCCCCCC)=O)CCCCCCCC N-[2-[2-[2-[2-(2-hydroxyethoxy)ethoxy]ethoxy]ethoxy]ethyl]-2,3-bis[(Z)-octadec-9-enoxy]-N-octylpropanamide